5,5-difluoro-1-[2-(6-trifluoromethyl-imidazo[1,2-a]pyridin-3-yl)-pyrimidin-4-yl]-piperidine-3-carboxylic acid amide FC1(CC(CN(C1)C1=NC(=NC=C1)C1=CN=C2N1C=C(C=C2)C(F)(F)F)C(=O)N)F